1,4-dibromo-5,6-dihydro-7H-cyclopenta[c]pyridine-7-one BrC1=NC=C(C2=C1C(CC2)=O)Br